C1=C(C2=CC=CC=C2)O1 (R)-epoxystyrene